[SiH]1=CC=C1 silet